CC1OC(C2=CC=CC=C12)(C1=CC=CC=C1)CCCN(C(C(=O)O)CC)C N-[3-(3-methyl-1-phenyl-1,3-dihydro-isobenzofuran-1-yl)-propyl]-N-methyl(1-ethyl)-glycine